(1-methoxyethyl-3-methylimidazole) ethyl-sulfate salt C(C)OS(=O)(=O)O.COC(C)C1=NC=CN1C